N1,N2-dipropylethane-1,2-diamine C(CC)NCCNCCC